4-Chloro-6-(1-isopropyl-1H-pyrazol-3-yl)-5-methyl-2-(pyridin-2-yl)thieno[2,3-d]pyrimidine ClC=1C2=C(N=C(N1)C1=NC=CC=C1)SC(=C2C)C2=NN(C=C2)C(C)C